tert-butyl N-[(1S)-4-[tert-butyl(dimethyl)silyl]oxy-1-[(2S,4R)-2-[(2-chloro-4-ethynyl-phenyl)methylcarbamoyl]-4-hydroxy-pyrrolidine-1-carbonyl]-2,2-dimethyl-butyl]carbamate [Si](C)(C)(C(C)(C)C)OCCC([C@@H](C(=O)N1[C@@H](C[C@H](C1)O)C(NCC1=C(C=C(C=C1)C#C)Cl)=O)NC(OC(C)(C)C)=O)(C)C